4-(4-bromo-2,6-difluoro-phenylsulfanyl)-butanoic acid ethyl ester C(C)OC(CCCSC1=C(C=C(C=C1F)Br)F)=O